2-((2,2':6',2''-terpyridin)-4'-yl)9H-thioxanthen-9-one N1=C(C=CC=C1)C1=NC(=CC(=C1)C1=CC=2C(C3=CC=CC=C3SC2C=C1)=O)C1=NC=CC=C1